3-(1-oxo-5-(2-oxo-3-(6-(trifluoromethyl)pyridin-3-yl)imidazolidin-1-yl)isoindolin-2-yl)piperidine-2,6-dione O=C1N(CC2=CC(=CC=C12)N1C(N(CC1)C=1C=NC(=CC1)C(F)(F)F)=O)C1C(NC(CC1)=O)=O